5-amino-2-(4-aminophenyl)-benzimidazole NC1=CC2=C(N=C(N2)C2=CC=C(C=C2)N)C=C1